C(C)(=O)OCCCCCC 2Z-hexyl acetate